bromoPhenyl isocyanate BrC1=C(C=CC=C1)N=C=O